NC1=NC=CC(=N1)C=1C2=C(C(=NC1)NCC=1C=C(C(=O)NC[C@H]3OCCC3)C=CC1)CCO2 (S)-3-(((7-(2-Aminopyrimidin-4-yl)-2,3-dihydrofuro[3,2-c]pyridin-4-yl)amino)methyl)-N-((tetrahydrofuran-2-yl)methyl)benzamid